2,4-dichloro-5-tosyl-5H-pyrrolo[3,2-d]pyrimidine ClC=1N=C(C2=C(N1)C=CN2S(=O)(=O)C2=CC=C(C)C=C2)Cl